C1(CC1)[C@H]1CN(CCN1)C=1N=NC(=CN1)C1=C(C=C(C=C1)C=1N=CC=2N(C1)N=CN2)O 2-{3-[(3S)-3-cyclopropylpiperazin-1-yl]-1,2,4-triazin-6-yl}-5-([1,2,4]triazolo[1,5-a]pyrazin-6-yl)phenol